2-butyl-2,3-diethyl-4-methyl-1,5-pentanediol C(CCC)C(CO)(C(C(CO)C)CC)CC